5-[[6-(difluoromethyl)pyridine-2-carbonyl]amino]-2-(3-hydroxy-3-methylbutyl)-N-methyl-pyrazolo[1,5-a]pyridine-6-carboxamide FC(C1=CC=CC(=N1)C(=O)NC1=CC=2N(C=C1C(=O)NC)N=C(C2)CCC(C)(C)O)F